S1C(=NC2=C1C=CC=C2)C2CCN(CC2)C2=C(C(N(C1=CC(=CC=C21)N2C(CCC2)=O)C)=O)C#N 4-[4-(1,3-benzothiazol-2-yl)piperidin-1-yl]-1-methyl-2-oxo-7-(2-oxopyrrolidin-1-yl)-1,2-dihydroquinoline-3-carbonitrile